(S)-2-((R)-4-((3R,5R,6S,8S,9S,10R,13R,14S,17R)-3,6-dihydroxy-10,13-dimethyl-hexadecahydro-1H-cyclopenta[a]phenanthren-17-yl)pentanamido)-3-methylbutanoic acid O[C@@H]1CC[C@@]2([C@H]3CC[C@@]4([C@H](CC[C@H]4[C@@H]3C[C@@H]([C@@H]2C1)O)[C@@H](CCC(=O)N[C@H](C(=O)O)C(C)C)C)C)C